tert-Butyl 9-(2-(5-chloro-1-methyl-3-(5-methylisoxazol-3-yl)-1H-pyrazol-4-yl)acetyl)-3,9-diazaspiro[5.5]undecane-3-carboxylate ClC1=C(C(=NN1C)C1=NOC(=C1)C)CC(=O)N1CCC2(CCN(CC2)C(=O)OC(C)(C)C)CC1